3-[3-(2-Ethylpyrazol-3-yl)-5-(8-methyl-3,8-diazabicyclo[3.2.1]octan-3-yl)pyrazolo[1,5-a]pyrimidin-2-yl]benzonitrile C(C)N1N=CC=C1C=1C(=NN2C1N=C(C=C2)N2CC1CCC(C2)N1C)C=1C=C(C#N)C=CC1